[S+2].S(=O)([O-])S(=O)[O-] hydrosulfite sulfur